2-(4-hydroxy-3-prop-2-enyl-phenyl)-4-prop-2-enyl-phenol OC1=C(C=C(C=C1)C1=C(C=CC(=C1)CC=C)O)CC=C